((1-methyl-1H-pyrazol-4-yl)methyl)-N-(1-methyl-cyclopropyl)-5-oxo-1,2,4,5-tetrahydroimidazo[1,2-a]quinazoline-7-sulfonamide CN1N=CC(=C1)CC1CN=C2N1C1=CC=C(C=C1C(N2)=O)S(=O)(=O)NC2(CC2)C